O=C1N(CCC(N1)=O)C1=NN(C2=CC(=C(C=C12)F)N1CC2(CN(C2)C(=O)OC(C)(C)C)C1)C tert-butyl 6-(3-(2,4-dioxotetrahydropyrimidin-1(2H)-yl)-5-fluoro-1-methyl-1H-indazol-6-yl)-2,6-diazaspiro[3.3]heptane-2-carboxylate